C1=CC(=CC=C1[N+](=O)[O-])O[C@H]2[C@@H]([C@H]([C@@H]([C@H](O2)C(=O)O)O)O)O The molecule is a beta-D-glucosiduronic acid having a 4-nitrophenyl substituent at the anomeric position. It has a role as a chromogenic compound. It is a beta-D-glucosiduronic acid and a C-nitro compound. It derives from a 4-nitrophenol.